CC(C(COCC(C(C)C)=O)=O)C 3-methyl-1-(3-methyl-2-oxo-butoxy)butan-2-one